FC1=C(C(=CC=C1)F)C1=N[C@H](C2=NN=C(N2C=2SC=3C(CCC3C12)C=O)C)C (7S)-9-(2,6-difluorophenyl)-3,7-dimethyl-16-thia-2,4,5,8-tetrazatetracyclo[8.6.0.02,6.011,15]hexadeca-1(10),3,5,8,11(15)-pentaene-14-carbaldehyde